OC1CN(C1)C(=O)OCC1=CC=CC=C1 Benzyl 3-hydroxyazetidin-1-carboxylate